N-(3-{4-[2-(cyclopropylmethoxy)pyridin-4-yl]-6-oxo-1,6-dihydropyrimidin-2-yl}-4-(trifluoromethyl)benzyl)isobutyramide C1(CC1)COC1=NC=CC(=C1)C=1N=C(NC(C1)=O)C=1C=C(CNC(C(C)C)=O)C=CC1C(F)(F)F